C1=CC=CC2=C1C1=C(P(O2)=O)C=CC=C1 dibenzo[c,e][1,2]oxaphosphine 6-oxide